ClC1=C(C=C(C=C1)S(=O)(=O)NC=1C(=NC=C(C1)Cl)C(=O)N1C[C@@H](CC1)O)C(F)(F)F |r| 4-Chloro-N-[5-chloro-2-(3-(±)-hydroxypyrrolidine-1-carbonyl)pyridin-3-yl]-3-trifluoromethylbenzenesulfonamide